FC(C1NCCC1)(F)F 2-(trifluoromethyl)Pyrrolidine